C1(=CC(=CC(=C1)C1=CC=CC=2OC3=C(C21)C=CC=C3)C3=CC=CC=2OC1=C(C23)C=CC=C1)C1=CC=CC=2OC3=C(C21)C=CC=C3 (benzene-1,3,5-triyl)tris(dibenzofuran)